NCC1=C(CO)C=CC=C1 2-(aminomethyl)benzyl alcohol